ClC=1C=CC(=C(C1)N1C(C(N(CC1)[C@H](C(=O)NC=1C=C2C=C(N(C2=CC1)C(=O)OC(C)(C)C)C(=O)OC(C)(C)C)CC1=CC=C(C=C1)NC(=O)OC1=CC=CC=C1)=O)=O)N1N=NN=C1 di-tert-butyl (S)-5-(2-(4-(5-chloro-2-(1H-tetrazol-1-yl) phenyl)-2,3-dioxopiperazin-1-yl)-3-(4-((phenoxycarbonyl) amino) phenyl) propanamido)-1H-indole-1,2-dicarboxylate